Meta-pentadecylphenol C(CCCCCCCCCCCCCC)C=1C=C(C=CC1)O